Silver-Bismuth [Bi].[Ag]